OCC1(CN(C1)C(=O)C1=CC=C(C2=C1OCCO2)NC=2N=C(C1=C(N2)NC=C1C#N)NCC1CCC1)CO 2-((8-(3,3-bis(hydroxymethyl)azetidine-1-carbonyl)-2,3-dihydrobenzo[b][1,4]dioxin-5-yl)amino)-4-((cyclobutyl-methyl)amino)-7H-pyrrolo[2,3-d]pyrimidine-5-carbonitrile